5-(Pyridin-2-yl)-2-[3-(2,2,6,6-tetramethylpiperidin-4-yl)-3H-[1,2,3]triazolo[4,5-c]pyridazin-6-yl]phenol-Dihydrochlorid Cl.Cl.N1=C(C=CC=C1)C=1C=CC(=C(C1)O)C1=CC2=C(N=N1)N(N=N2)C2CC(NC(C2)(C)C)(C)C